(6-(hydroxymethyl)-5-((5-methoxypyridin-2-yl)ethynyl)-8-(methylamino)-2,7-naphthyridin-3-yl)cyclopropanecarboxamide OCC=1C(=C2C=C(N=CC2=C(N1)NC)C1(CC1)C(=O)N)C#CC1=NC=C(C=C1)OC